COC=1N=C2C(=CC=NC2=CC1OC)OC1=CC=C(C=C1)NC(=O)C=1C(N(N=C(C1C)C)C1=CC=C(C=C1)F)=O N-[4-[(6,7-dimethoxy-1,5-naphthyridin-4-yl)oxy]phenyl]-2-(4-fluorophenyl)-5,6-dimethyl-3-oxopyridazine-4-carboxamide